FC1=C(OC2=CC3=C(N=C(N=C3)S(=O)(=O)C)N(C2=O)C2=NN(C=C2)C)C=CC(=C1)F 6-(2,4-difluorophenoxy)-8-(1-methyl-1H-pyrazol-3-yl)-2-(methylsulfonyl)pyrido[2,3-d]pyrimidin-7(8H)-one